FC(C1=CC=C(C=C1)C1=NC(=CC2=CC=CC=C12)N1CC(CC1)NC(C=C)=O)(F)F N-(1-(1-(4-(trifluoromethyl)phenyl)isoquinolin-3-yl)pyrrolidin-3-yl)acrylamide